CN(CC#CC(=O)NC1=C(C=C(C(=C1)NC1=NC=CC(=N1)C1=CN=C2N1C=CC=C2C)OC)N(CCNC)C)C 4-(dimethylamino)-N-(4-methoxy-2-(methyl(2-(methylamino)ethyl)amino)-5-((4-(8-methylimidazo[1,2-a]pyridin-3-yl)pyrimidin-2-yl)amino)phenyl)but-2-ynamide